didecyl [4-(1-methyl-1-phenyl-ethyl) phenyl] phosphite P(OCCCCCCCCCC)(OCCCCCCCCCC)OC1=CC=C(C=C1)C(C)(C1=CC=CC=C1)C